C(C(=C)C)(=O)[O-].[Ca+2].C(C(=C)C)(=O)[O-] calcium methacrylate salt